5-(4-chloro-2-fluorophenyl)-2,3-dimethyl-7-(2-(6-methyl-3-pyridinyl)-4-morpholinyl)pyrido[4,3-d]pyrimidin-4(3H)-one ClC1=CC(=C(C=C1)C1=NC(=CC=2N=C(N(C(C21)=O)C)C)N2CC(OCC2)C=2C=NC(=CC2)C)F